5-methyl-1-hexene CC(CCC=C)C